C(C)(C)N1CC2=C(CC1)C=CS2 6-isopropyl-4,5,6,7-tetrahydrothieno[2,3-c]pyridine